L-O-methyl-serine COC[C@H](N)C(=O)O